Methyl (1S,3S)-3-((2-methyl-6-(1-methyl-5-(((2-trityl-2H-tetrazol-5-yl)amino)methyl)-1H-1,2,3-triazol-4-yl)pyridin-3-yl)oxy)cyclohexane-1-carboxylate CC1=NC(=CC=C1O[C@@H]1C[C@H](CCC1)C(=O)OC)C=1N=NN(C1CNC=1N=NN(N1)C(C1=CC=CC=C1)(C1=CC=CC=C1)C1=CC=CC=C1)C